O1C(OCC1)CC(C(=O)OC)(C(=O)OC)CC1OCCO1 Dimethyl 2,2-bis((1,3-dioxolan-2-yl)methyl)malonate